tert-butyl (4S)-4-(((benzyloxy)carbonyl)amino)-2-bromo-4-(3,3-difluorocyclohexyl)-3-oxobutanoate C(C1=CC=CC=C1)OC(=O)N[C@H](C(C(C(=O)OC(C)(C)C)Br)=O)C1CC(CCC1)(F)F